1-((1H-indazol-4-yl)methyl)piperidin N1N=CC2=C(C=CC=C12)CN1CCCCC1